3-phenyl-1-(3-pyridinyl)hept-6-en-1-yn-3-ol C1(=CC=CC=C1)C(C#CC=1C=NC=CC1)(CCC=C)O